C(C)(C)(C)OC(=O)N1C[C@H](CC1)N(CCCCC1=CC=C2CCCN(C2=N1)C(=O)OC(C)(C)C)C (S)-tert-butyl 7-(4-((1-(tert-butoxycarbonyl)pyrrolidin-3-yl)(methyl)amino)butyl)-3,4-dihydro-1,8-naphthyridine-1(2H)-carboxylate